C1(=CC=C(C=C1)OCC1C2C3C4C=CC(C3C(C1)C2)C4)C 8-(p-tolyloxymethyl)-tetracyclo[4.4.0.12,5.17,10]-3-dodecene